2-oxo-N-(2-(tetrahydro-2H-pyran-4-yl)-1-(p-tolyl)ethyl)-6-(trifluoromethyl)-1,2-dihydropyridine-3-carboxamide O=C1NC(=CC=C1C(=O)NC(CC1CCOCC1)C1=CC=C(C=C1)C)C(F)(F)F